3-bromo-5-(methylsulfonyl)pyridine BrC=1C=NC=C(C1)S(=O)(=O)C